CC1=CC=C2C(C[C@](OC2=C1)(C(=O)OC)C#CC1=CC=CC=C1)=O methyl (R)-7-methyl-4-oxo-2-(phenylethynyl)chromane-2-carboxylate